3-(5-(difluoromethyl)-3-(3-(1-(o-tolyl)cyclopropyl)-1,2,4-oxadiazol-5-yl)-1H-pyrazol-1-yl)propanamide FC(C1=CC(=NN1CCC(=O)N)C1=NC(=NO1)C1(CC1)C1=C(C=CC=C1)C)F